O=C1NC(CCC1N1C(C2=CC=CC(=C2C1=O)NCC=1C=NN(C1)C1CCN(CC1)C(=O)C1CCC(CC1)OC)=O)=O 2-(2,6-dioxopiperidin-3-yl)-4-(((1-(1-((1r,4r)-4-methoxycyclohexane-1-carbonyl)piperidin-4-yl)-1H-pyrazol-4-yl)methyl)amino)isoindoline-1,3-dione